C(C)(C)(C)OC(=O)N[C@H]1CNCC[C@@H]2N(C1=O)[C@@H](CC2)C(=O)O (5S,8S,10aR)-5-[(tert-butoxycarbonyl)amino]-6-oxo-octahydro-1H-pyrrolo[1,2-a][1,5]diazocine-8-carboxylic acid